FC=1C=C(C2=C(SC(=C2)C(=O)NC)C1)N1CCN(CC1)CCC1=CC=C2CCC(NC2=C1)=O 6-fluoro-N-methyl-4-(4-(2-(2-oxo-1,2,3,4-tetrahydroquinolin-7-yl)ethyl)piperazin-1-yl)benzo[b]thiophene-2-carboxamide